CN1N=NC2=C1C=CC(=C2C)C(CC(=O)OCC)C2=C1CCN(CC1=CC=C2)C(=O)OC(C)(C)C tert-Butyl 5-[1-(1,4-dimethylbenzotriazol-5-yl)-3-ethoxy-3-oxopropyl]-3,4-dihydro-1H-isoquinoline-2-carboxylate